NC=1C(=C(C#N)C(=CC1)F)Br 3-amino-2-bromo-6-fluorobenzonitrile